sodium beta-naphthalenesulfinate C1=C(C=CC2=CC=CC=C12)S(=O)[O-].[Na+]